C[C@@H]1NC(NN=C1C1=CC(=C(C=C1)N1N=CC(=N1)C(F)(F)F)C(F)(F)F)=O (5S)-5-methyl-6-{3-(trifluoromethyl)-4-[4-(trifluoromethyl)-2H-1,2,3-triazol-2-yl]phenyl}-4,5-dihydro-1,2,4-triazin-3(2H)-one